C=1C2=C(C(NN1)=O)SC1=C2CCCC1 6,7,8,9-tetrahydrobenzothiopheno[2,3-d]pyridazin-4-one